FC(C)(F)C1=NC(=CC(=N1)NC1=CC(=NC=C1OCC=1SC=C(N1)C)NC(C)=O)C N-(4-((2-(1,1-difluoroethyl)-6-methylpyrimidin-4-yl)amino)-5-((4-methylthiazol-2-yl)methoxy)pyridin-2-yl)acetamide